1-Phenyl-1H-imidazole-4-carboxylic acid {2-[3-(5-cyano-2-methyl-phenoxy)-azetidin-1-yl]-2-oxoethyl}-amide C(#N)C=1C=CC(=C(OC2CN(C2)C(CNC(=O)C=2N=CN(C2)C2=CC=CC=C2)=O)C1)C